C1(CC1)C1=NC=NC(=C1C1=NC=C(C(=N1)OCC1=CC(=C(C(=C1)F)N1N=C(C=C1C)C(F)(F)F)F)OC)OC 2-(4-cyclopropyl-6-methoxy-pyrimidin-5-yl)-4-[[3,5-difluoro-4-[5-methyl-3-(trifluoromethyl)pyrazol-1-yl]phenyl]methoxy]-5-methoxy-pyrimidine